CC1=NC=C(C=C1)[C@H]1N(CCC1)C (S)-2-Methyl-5-(1-methyl-2-pyrrolidinyl)-pyridine